(R,S)-3-hydroxy-1-methyl-3-(5-(6-(2-((1-methyl-1H-pyrazol-3-yl)amino)pyrimidin-4-yl)pyridin-2-yl)-1H-pyrazol-3-yl)pyrrolidin-2-one O[C@@]1(C(N(CC1)C)=O)C1=NNC(=C1)C1=NC(=CC=C1)C1=NC(=NC=C1)NC1=NN(C=C1)C